N-benzyl-undecane-1-amine C(C1=CC=CC=C1)NCCCCCCCCCCC